4-(4-((2,6-dioxopiperidin-3-yl)carbamoyl)phenyl)-N-((1-(4-((1R,2S)-6-hydroxy-2-phenyl-1,2,3,4-tetrahydronaphthalen-1-yl)phenyl)piperidin-4-yl)methyl)piperazine-1-carboxamide O=C1NC(CCC1NC(=O)C1=CC=C(C=C1)N1CCN(CC1)C(=O)NCC1CCN(CC1)C1=CC=C(C=C1)[C@H]1[C@H](CCC2=CC(=CC=C12)O)C1=CC=CC=C1)=O